(R)-2-(3-bromophenyl)-2-fluoropropan-1-ol BrC=1C=C(C=CC1)[C@@](CO)(C)F